P(O)(O)OC1=C(C=C(C=C1C(C)(C)C)C)CC1=C(C(=CC(=C1)C)C(C)(C)C)O 2,2'-methylenebis(4-methyl-6-tert-butylphenol) phosphite